CS(=O)(=NC1=CC(=NC2=C(N=CC=C12)C1=CC=NN1)N1[C@@H](COCC1)C)C1=C(C=CC=C1)O 2-(methyl-N-{2-[(3R)-3-methylmorpholin-4-yl]-8-(1H-pyrazol-5-yl)-1,7-naphthyridine-4-yl}sulfonimidoyl)phenol